2-((4,4-difluorocyclohexyl)amino)quinolin-7-ol FC1(CCC(CC1)NC1=NC2=CC(=CC=C2C=C1)O)F